C(C)(=O)C1=C(C=C(C=C1OC1=CC=C(C=C1)Cl)F)NC(C1=C(C=CC(=C1)C#N)Cl)=O N-(2-acetyl-3-(4-chlorophenoxy)-5-fluorophenyl)-2-chloro-5-cyanobenzamide